(R)-N-(methylsulfonyl)-1-(3-methyl-2-oxo-2,3-dihydrobenzo[d]oxazol-6-yl)-2,4-dioxo-3-(4-(trifluoromethyl)-2,3-dihydro-1H-inden-1-yl)-1,2,3,4-tetrahydropyrimidine-5-carboxamide CS(=O)(=O)NC(=O)C=1C(N(C(N(C1)C1=CC2=C(N(C(O2)=O)C)C=C1)=O)[C@@H]1CCC2=C(C=CC=C12)C(F)(F)F)=O